6-methyl-4-(trifluoromethyl)-5-vinylpyridin-2-amine CC1=C(C(=CC(=N1)N)C(F)(F)F)C=C